FC1(CCN(CC1)C=1C=C(C=CC1OC)NC(=O)C1=C(C=C(C=2CCOC21)NS(=O)(=O)CC)N2CCC1(CC1)CC2)F N-(3-(4,4-difluoropiperidin-1-yl)-4-methoxyphenyl)-4-(ethylsulfonamido)-6-(6-azaspiro[2.5]octan-6-yl)-2,3-dihydrobenzofuran-7-carboxamide